tert-butyl 3-[7-(8-ethynyl-7-fluoronaphthalen-1-yl)-8-fluoro-2-(hexahydropyrrolizin-7a-ylmethoxy)pyrido[4,3-d]pyrimidin-4-yl]-3,8-diazabicyclo[3.2.1]octane-8-carboxylate C(#C)C=1C(=CC=C2C=CC=C(C12)C1=C(C=2N=C(N=C(C2C=N1)N1CC2CCC(C1)N2C(=O)OC(C)(C)C)OCC21CCCN1CCC2)F)F